C1(CC1)C=1C=C2CCN=CC2=CC1 6-cyclopropyl-3,4-dihydroisoquinolin